6-chloro-3-cyclopropyl-N-(pyrazin-2-yl)-[1,2,4]triazolo[4,3-b]pyridazin-8-amine ClC=1C=C(C=2N(N1)C(=NN2)C2CC2)NC2=NC=CN=C2